phenyl-(2,4,6-trimethylbenzoyl)lithium phosphate P(=O)(O)(O)O.C1(=CC=CC=C1)C=1C(=C(C(=O)[Li])C(=CC1C)C)C